4-((2-cyano-4-fluorophenyl)thio)-6-(1-((1R,3s,5S)-8-(2-hydroxyacetyl)-8-azabicyclo[3.2.1]octan-3-yl)-5-methyl-1H-pyrazol-4-yl)pyrazolo[1,5-a]pyridine-3-carbonitrile C(#N)C1=C(C=CC(=C1)F)SC=1C=2N(C=C(C1)C=1C=NN(C1C)C1C[C@H]3CC[C@@H](C1)N3C(CO)=O)N=CC2C#N